(2S,5R)-N-{[(2R,4R)-4-Methyl-pyrrolidin-2-yl]methyloxy}-7-oxo-6-(sulfooxy)-1,6-diazabicyclo[3.2.1]octane-2-carboxamide C[C@@H]1C[C@@H](NC1)CONC(=O)[C@H]1N2C(N([C@H](CC1)C2)OS(=O)(=O)O)=O